CC1=CC(=C(N=N1)NC1=CC2=C(NC=N2)C=C1)S(=O)(=O)C N-(6-methyl-4-methylsulfonyl-pyridazin-3-yl)-1H-benzimidazol-5-amine